C(C)(C)(C)OC(N[C@H]1[C@@H]([C@@H]([C@H](C1)COCC1=CC=CC=C1)OCC1=CC=CC=C1)OCC1=CC=CC=C1)=O Tert-Butyl-((1R,2S,3R,4R)-2,3-bis(benzyloxy)-4-((benzyloxy)methyl)-cyclopentyl)-carbamate